myristoyl-methyl-β-alanine C(CCCCCCCCCCCCC)(=O)N(CCC(=O)O)C